6-((3-amino-4-methoxy-5-(1-methyl-1H-pyrazol-4-yl)phenethoxy)methyl)pyridine NC=1C=C(CCOCC2=CC=CC=N2)C=C(C1OC)C=1C=NN(C1)C